5-(2-butyl)-1,3,3-trimethylcyclohexanecarbonitrile CC(CC)C1CC(CC(C1)(C#N)C)(C)C